tolyltin C1(=C(C=CC=C1)[Sn])C